FC1=CC(=CC2=CN(N=C12)C)C1=CC2=CN(N=C2C=C1)C1CCN(CC1)C(=O)OC(C)(C)C tert-butyl 4-[5-(7-fluoro-2-methyl-indazol-5-yl) indazol-2-yl]piperidine-1-carboxylate